(R)-1-phenylethyl 4-(7-(1-methyl-1H-pyrazol-4-yl)imidazo[1,2-a]pyridin-3-yl)-1,4-diazepane-1-carboxylate CN1N=CC(=C1)C1=CC=2N(C=C1)C(=CN2)N2CCN(CCC2)C(=O)O[C@H](C)C2=CC=CC=C2